1,1,1,3,3,3-hexafluoropropan-2-yl (+)-1-((6-methylpyridin-3-yl)carbamoyl)-6-azaspiro[2.5]octane-6-carboxylate CC1=CC=C(C=N1)NC(=O)C1CC12CCN(CC2)C(=O)OC(C(F)(F)F)C(F)(F)F